N-methyl-3-(methylsulfonamido)cyclobutane-1-carboxamide CNC(=O)C1CC(C1)NS(=O)(=O)C